P(O)(O)(=S)O[C@H]1[C@H]([C@@H](O[C@@H]1CO)N1C(=O)NC(=O)C(=C1)C)OC O-methyl-5-methyluridine-3'-phosphorothioate